CC1=C(N=CC(=N1)C1=CNC2=C(C=CC=C12)C#N)OC1CN(CC1)C 3-[6-methyl-5-[(1-methylpyrrolidin-3-yl)oxy]pyrazin-2-yl]-1H-indole-7-carbonitrile